3-(4-aminoanilino)piperidine-2,6-dione NC1=CC=C(NC2C(NC(CC2)=O)=O)C=C1